FC=1C=C(C=CC1)N1C[C@@H](CCC1)NC1=CC(=NC=N1)N1CCN(CC1)CCCCCCCCC(=O)O (R)-9-(4-(6-((1-(3-fluorophenyl)piperidin-3-yl)amino)pyrimidin-4-yl)piperazin-1-yl)nonanoic acid